NC[C@H](CC(=O)O)C[C@@H](CCC1=C(C=CC=C1)F)C (3s,5r)-3-aminomethyl-7-(2-fluoro-phenyl)-5-methyl-heptanoic acid